CNC(=O)C1(CCN(CC1)C1=C(C=C(C=C1)C(F)(F)F)NC(=O)C=1OC(=CC1)C1=CC=NC=C1)C N,4-dimethyl-1-(2-(5-(pyridin-4-yl)furan-2-carboxamido)-4-(trifluoromethyl)phenyl)-piperidine-4-carboxamide